tert-Butyl (4S)-2-(4-chloro-3,5-dimethylphenyl)-3-(2,2-dimethoxyethylcarbamoylamino)-4-methyl-6,7-dihydro-4H-pyrazolo[4,3-c]pyridine-5-carboxylate ClC1=C(C=C(C=C1C)N1N=C2C([C@@H](N(CC2)C(=O)OC(C)(C)C)C)=C1NC(NCC(OC)OC)=O)C